(3-((o-tolyloxy)methyl)piperidin-1-yl)methanone C1(=C(C=CC=C1)OCC1CN(CCC1)C=O)C